CC=1C=CC=C2C=CN=C(C12)N(C(=O)N1CC(CCC1)CCC(NC1=CC=NC=C1)=O)[C@H]1CNCCC1 N-(8-methylisoquinolin-1-yl)-3-(3-oxo-3-(pyridin-4-ylamino)propyl)-N-((R)-piperidin-3-yl)piperidine-1-carboxamide